COC1=CC2=C(N(C(O2)=O)CCNC(\C=C\C2=CC=C(C=C2)C#N)=O)C=C1 (E)-N-(2-(6-methoxy-2-oxo-2,3-dihydro-1,3-benzooxazol-3-yl)ethyl)-3-(4-cyanophenyl)acrylamide